FC(OC1=CC=C(C=C1)S(=O)(=O)C1NCC12CC(C2)N2CCC(CC2)C)F ((4-(difluoromethoxy)phenyl)sulfonyl)-6-(4-methylpiperidin-1-yl)-2-azaspiro[3.3]heptane